C[C@@H]1[C@H]([C@@H]([C@H]([C@@H](O1)O[C@](C)(CC/C=C(\\C)/C(=O)O[C@@H]2[C@H](O[C@H]([C@@H]([C@H]2O)O)O[C@@](C)(CC/C=C(\\C)/C(=O)O[C@H]3C[C@@]4([C@@H](C[C@@]5(C(=CC[C@H]6[C@]5(CC[C@@H]7[C@@]6(CC[C@@H](C7(C)C)O[C@H]8[C@@H]([C@H]([C@@H]([C@H](O8)CO[C@H]9[C@@H]([C@H]([C@H]([C@H](O9)C)O)O)O[C@H]1[C@@H]([C@H]([C@@H](CO1)O)O)O)O)O)O[C@H]1[C@@H]([C@H]([C@@H]([C@H](O1)CO)O)O)O)C)C)[C@@H]4CC3(C)C)C)O)C(=O)O[C@H]1[C@@H]([C@H]([C@@H]([C@H](O1)CO)O)O)O[C@@H]1[C@H]([C@H]([C@@H]([C@H](O1)C)O[C@H]1[C@@H]([C@H]([C@@H](CO1)O)O)O)O)O)C=C)C)C=C)O)O)O The molecule is a triterpenoid saponin isolated from the roots of of the Madagascan plant Albizia gummifera and has been shown to exhibit cytotoxicity against human ovarian cancer cell line. It has a role as an antineoplastic agent and a plant metabolite. It is a pentacyclic triterpenoid, an enoate ester and a triterpenoid saponin. It derives from a hydride of an oleanane.